C(C)(C)(C)OC(=O)N1CC(C1)CC=1N=C2N(C=C(C=C2)B(O)O)C1 (2-((1-(tert-butoxycarbonyl)azetidin-3-yl)methyl)imidazo-[1,2-a]pyridin-6-yl)boronic acid